N-([1,1'-biphenyl]-2-yl)dibenzo[b,d]Furan-4-amine C1(=C(C=CC=C1)NC1=CC=CC2=C1OC1=C2C=CC=C1)C1=CC=CC=C1